iron (II) bis(octylethylphosphinate) C(CCCCCCC)P([O-])(=O)CC.C(CCCCCCC)P([O-])(=O)CC.[Fe+2]